C(#N)C1=CC(=C(C(=O)NC=2C=CC=C3C=CC(=NC23)C)C=C1)F 4-cyano-2-fluoro-N-(2-methylquinolin-8-yl)benzamide